ClC=1C(=C(CNC(=O)C=2C(C(=C3N4C(CCC24)C2N(C3=O)CCCO2)O)=O)C=CC1)F N-(3-chloro-2-fluorobenzyl)-5-hydroxy-4,6-dioxo-1,2,4,6,9,10,11a,11b-octahydro-8H-[1,3]oxazino[2',3':3,4]pyrazino[2,1,6-cd]indolizine-3-carboxamide